tert-butyl (3S)-7-hydroxy-3-[(1R)-1-hydroxy-2-[[2-[methyl(propyl)amino]-6-(oxetan-3-ylamino)pyrimidine-4-carbonyl]amino]ethyl]-3,4-dihydro-1H-isoquinoline-2-carboxylate OC1=CC=C2C[C@H](N(CC2=C1)C(=O)OC(C)(C)C)[C@@H](CNC(=O)C1=NC(=NC(=C1)NC1COC1)N(CCC)C)O